Methyl 5-(ethylsulfonyl)-6-[3-methyl-6-(trifluoromethyl)-3H-imidazo[4,5-c]pyridin-2-yl]pyridine-2-carboxylate C(C)S(=O)(=O)C=1C=CC(=NC1C1=NC2=C(C=NC(=C2)C(F)(F)F)N1C)C(=O)OC